C1(CC1)C=1N=CN(C1)C1=C(C=C2C=CN(C(C2=C1)=O)C1=NC(=CC=C1)C1=NN=CN1C(C)C)C 7-(4-cyclopropyl-1H-imidazol-1-yl)-2-(6-(4-isopropyl-4H-1,2,4-triazol-3-yl)pyridin-2-yl)-6-methylisoquinolin-1(2H)-one